C(#N)C1=C(OC=2C=C3C(N(C=NC3=CC2)C2=CC=C(C=C2)C2=CCCN(C2)C(=O)OC(C)(C)C)=O)C(=CC=C1NS(=O)(=O)N1C[C@@H](CC1)F)F tert-butyl 5-[4-[6-[2-cyano-6-fluoro-3-[[(3R)-3-fluoropyrrolidin-1-yl] sulfonylamino]phenoxy]-4-oxo-quinazolin-3-yl]phenyl]-3,6-dihydro-2H-pyridine-1-carboxylate